N-(4-((6-(3-butylureido)-7-isopropoxyquinazolin-4-yl)oxy)-3-fluorophenyl)-1-(4-fluorophenyl)-2-oxopiperidine-3-carboxamide C(CCC)NC(NC=1C=C2C(=NC=NC2=CC1OC(C)C)OC1=C(C=C(C=C1)NC(=O)C1C(N(CCC1)C1=CC=C(C=C1)F)=O)F)=O